BrC1=CC(=C(C(=O)OC)C=C1OC1=C(C=C(C=C1)F)OC)[N+](=O)[O-] methyl 4-bromo-5-(4-fluoro-2-methoxyphenoxy)-2-nitrobenzoate